3-(5-{[(5-Chlorothiophen-2-yl)methyl]amino}-1-(2,2-dimethylpropanoyl)-1H-pyrazol-3-yl)-3-methylpyrrolidin-2-on ClC1=CC=C(S1)CNC1=CC(=NN1C(C(C)(C)C)=O)C1(C(NCC1)=O)C